diethyl methyl m-phenylenediamine Methyl-4-[1-(5-methoxy benzothiophen-2-yl)vinyl]pyridine-3-carboxylate COC(=O)C=1C=NC=CC1C(=C)C=1SC2=C(C1)C=C(C=C2)OC.C(C)N(C2=CC(=CC=C2)NC)CC